[4-(2,4-Dioxohexahydropyrimidin-1-yl)quinazolin-8-yl]Piperazine-1-carboxylic acid tert-butyl ester C(C)(C)(C)OC(=O)N1C(CNCC1)C=1C=CC=C2C(=NC=NC12)N1C(NC(CC1)=O)=O